8-((4-(difluoromethoxy)phenyl)sulfonyl)-3-(6-oxa-2-azaspiro[3.5]nonan-2-yl)-1-oxa-8-azaspiro[4.5]decane FC(OC1=CC=C(C=C1)S(=O)(=O)N1CCC2(CC(CO2)N2CC3(C2)COCCC3)CC1)F